(S)-N-(1-(6-aminopyridin-2-yl)ethyl)-5-(4-(trifluoromethyl)phenoxy)-2-naphthamide NC1=CC=CC(=N1)[C@H](C)NC(=O)C1=CC2=CC=CC(=C2C=C1)OC1=CC=C(C=C1)C(F)(F)F